CN(CCC1=CNC2=CC=C3C(=C12)N=C(O3)C)C N,N-dimethyl-2-(2-methyl-6H-oxazolo[4,5-e]indol-8-yl)ethan-1-amine